(3R,4R)-4-((5-Chloro-4-(8-fluoro-2,3-dimethyl-3,4-dihydro-5-oxa-1,2a-diazaacenaphthene-6-yl)pyrimidin-2-yl)amino)-1-(methylsulfonyl)piperidin-3-ol ClC=1C(=NC(=NC1)N[C@H]1[C@@H](CN(CC1)S(=O)(=O)C)O)C1=C2OCC(N3C(NC(C(=C1)F)=C32)C)C